C1=C(C=CC2=CC=CC=C12)N1C2=CC=CC=C2C=2C=C(C=CC12)OB(O)O [9-(2-naphthyl)-9H-carbazol-3-yl]boric acid